N[C@@H](CCC(=O)[O-])C(=O)OC(CCCCCCC)=O.[Na+].[Na+].C(CCCCCCC)(=O)OC([C@@H](N)CCC(=O)[O-])=O di-sodium capryloyl glutamate